C(#C)C1=NNC2=CC=C(C=C12)C=1N=NNC1 3-ethynyl-5-(1H-1,2,3-triazole-4-yl)-1H-indazole